FC1=C(C=CC(=C1)OC)C(C(C)(C1=NC(=CC=C1)C)C)=O 1-(2-fluoro-4-methoxyphenyl)-2-methyl-2-(6-methylpyridin-2-yl)propan-1-one